C(C)(C)(C)N(C(O)=O)CCN1C(C(=CC=C1)CCN)=O.CC=1N=CSC1C1=CC=CC=C1 4-(4-methyl-1,3-thiazol-5-yl)benzene tert-butyl-(2-(3-(2-aminoethyl)-2-oxopyridin-1(2H)-yl)ethyl)carbamate